C(C)OC(=O)C1=C(N=NN1C1=CC=C(C=C1)C(F)F)C(F)(F)F 1-(4-(difluoromethyl)phenyl)-4-(trifluoromethyl)-1H-1,2,3-triazole-5-carboxylic acid ethyl ester